1-(tert-Butyl)-N-(4-(3-((1-cyanopyrrolidin-3-yl)oxy)pyridin-4-yl)-2-methylbenzyl)-1H-1,2,3-triazole-4-carboxamide C(C)(C)(C)N1N=NC(=C1)C(=O)NCC1=C(C=C(C=C1)C1=C(C=NC=C1)OC1CN(CC1)C#N)C